3,4,5-trimethyl-6-piperazin-1-ylpyridazine CC=1N=NC(=C(C1C)C)N1CCNCC1